C(C)(C)(C)OC(=O)N1[C@H](C[C@@H](C1)O[Si](C)(C)C(C)(C)C)C(=O)O (2R,4S)-1-(tert-butoxycarbonyl)-4-((tert-butyldimethylsilyl)oxy)pyrrolidine-2-carboxylic acid